BrC1=C(C=C2C(=NC(=NC2=C1F)F)N1C2CN(C(C1)C2)C(=O)OC(C)(C)C)Cl tert-Butyl 5-(7-bromo-6-chloro-2,8-difluoro-quinazolin-4-yl)-2,5-diazabicyclo[2.2.1]heptane-2-carboxylate